4-[3-[(tert-butoxycarbonyl)amino]propanamido]-1-methylimidazole C(C)(C)(C)OC(=O)NCCC(=O)NC=1N=CN(C1)C